Acetic acid (S)-3-(cyanomethyl)-2-methyl-6-oxohept-2-yl ester C(#N)C[C@@H](C(C)(C)OC(C)=O)CCC(C)=O